2-(2-fluoro-5-hydroxyphenyl)imidazole FC1=C(C=C(C=C1)O)C=1NC=CN1